C(C)C=1N=C(C2=C(N1)SC(=C2)C)NCCCC2=CC=C(C=C2)C2=CC=C(C=C2)NS(=O)(=O)C N-(4'-(3-((2-ethyl-6-methylthieno[2,3-d]pyrimidin-4-yl)amino)propyl)-[1,1'-biphenyl]-4-yl)methanesulfonamide